5,2-dihydroxyflavone OC1=C2C(CC(OC2=CC=C1)(C1=CC=CC=C1)O)=O